tert-Butyl 2-(3-iodo-7-(methylthio)-1H-indazol-1-yl)acetate IC1=NN(C2=C(C=CC=C12)SC)CC(=O)OC(C)(C)C